CN1CCC2(C[C@@H]2C(=O)N[C@@H](CCCCCC(CC)=O)C=2NC(=CN2)C2=CN(C3=CC=CC=C23)C)CC1 (S)-6-methyl-N-((S)-1-(5-(1-methyl-1H-indol-3-yl)-1H-imidazol-2-yl)-7-oxononyl)-6-azaspiro[2.5]octane-1-carboxamide